N1C[C@H](CC1)C1=CC=C(C=C1)NC(=O)N1CCCCC1 |r| (RS)-Piperidine-1-carboxylic acid (4-pyrrolidin-3-yl-phenyl)-amide